OC(CCCO)C12CN(CC(CC1)N2C(=O)OC(C)(C)C)C(C2=CC=CC=C2)(C2=CC=CC=C2)C2=CC=CC=C2 tert-butyl 1-(1,4-dihydroxybutyl)-3-(triphenylmethyl)-3,8-diazabicyclo[3.2.1]octane-8-carboxylate